N1=C(C=NC2=CC=CC=C12)C=1C=NN(C1)C1CC(C1)/C=C/C(=O)OC methyl (E)-3-(3-(4-(quinoxalin-2-yl)-1H-pyrazol-1-yl)cyclobutyl)acrylate